2-{[2-(phenoxymethyl)pyridin-5-yl]oxy}ethanamine O(C1=CC=CC=C1)CC1=NC=C(C=C1)OCCN